NC1=C(C(N(C2=CC(=CC=C12)C(F)F)C1=C2C=CN=C(C2=CC=C1)Cl)=O)C(=O)OC([2H])([2H])[2H] methyl-d3 4-amino-1-(1-chloroisoquinolin-5-yl)-7-(difluoromethyl)-2-oxo-1,2-dihydroquinoline-3-carboxylate